4-(2-(2-chloro-2-oxoethoxy)-3-fluoro-4-methylbenzyl)piperazine-1-carboxylic acid 1,1,1,3,3,3-hexafluoropropan-2-yl ester FC(C(C(F)(F)F)OC(=O)N1CCN(CC1)CC1=C(C(=C(C=C1)C)F)OCC(=O)Cl)(F)F